COC(=O)C=1C=CC2=C(N(C(=N2)CC2=C(C=C(C=C2)Br)CO)CCOC)C1 2-(4-bromo-2-(hydroxymethyl)benzyl)-1-(2-methoxyethyl)-1H-benzo[d]Imidazole-6-carboxylic acid methyl ester